C[C@H]1[C@@H]([C@H]([C@H]([C@@H](O1)OC2=C(OC3=C(C2=O)C(=CC(=C3)O)OC)C4=CC(=C(C(=C4)O)O)O)O)O)O The molecule is a monomethoxyflavone that is the 5-methyl ether derivative of myricitrin. Isolated from Rhododendron yedoense var poukhanense, it exhibits antioxidant activity. It has a role as a metabolite and an antioxidant. It is a glycosyloxyflavone, an alpha-L-rhamnoside, a monosaccharide derivative, a tetrahydroxyflavone and a monomethoxyflavone. It derives from a myricitrin.